N-(cis-1-(cyclobutylcarbonyl)-2-((2-phenyl-1,3-thiazol-4-yl)methyl)pyrrolidin-3-yl)methanesulfonamide C1(CCC1)C(=O)N1[C@H]([C@H](CC1)NS(=O)(=O)C)CC=1N=C(SC1)C1=CC=CC=C1